tert-butyl (S)-2-(3-fluoro-4-(7-((3-(4-fluoropiperidin-1-yl)propyl)carbamoyl)-9-methyl-9H-benzo[d]imidazo[1,2-a]imidazol-2-yl)phenyl)pyrrolidine-1-carboxylate FC=1C=C(C=CC1C=1N=C2N(C3=C(N2C)C=C(C=C3)C(NCCCN3CCC(CC3)F)=O)C1)[C@H]1N(CCC1)C(=O)OC(C)(C)C